C(C=C)O[C@H]1[C@H](O[C@@H]([C@H]([C@@H]1OCC=C)OCC=C)COCC=C)Br (2R,3R,4S,5R,6R)-3,4,5-Tris(allyloxy)-6-[(allyloxy)methyl]-2-bromotetrahydro-2H-pyran